BrC=1C=C(C=C(C1C(F)(F)F)Cl)O 3-Bromo-5-chloro-4-(trifluoromethyl)phenol